tert-butyl (3S)-3-(4-(2-(1-(6,7-dihydro-5H-pyrrolo[1,2-c]imidazol-1-yl)-2-oxo-2-(thiazol-2-ylamino)ethyl)-7-fluoro-3-oxoisoindolin-5-yl)phenoxy)pyrrolidine-1-carboxylate C1(=C2N(C=N1)CCC2)C(C(NC=2SC=CN2)=O)N2CC1=C(C=C(C=C1C2=O)C2=CC=C(O[C@@H]1CN(CC1)C(=O)OC(C)(C)C)C=C2)F